linoleoylpropane C(CCCCCCC\C=C/C\C=C/CCCCC)(=O)CCC